(1R,4R)-4-(4-hydroxy-7-methoxy-2-methyl-quinazolin-6-yl)cyclohexane-1-carboxylic acid methyl ester COC(=O)C1CCC(CC1)C=1C=C2C(=NC(=NC2=CC1OC)C)O